FC1=CC=C(C=C1)C1=NN2C(CN(CC2)C2COC2)=C1C1=CC(=NC=C1)NC(C)=O N-(4-(2-(4-fluorophenyl)-5-(oxetan-3-yl)-4,5,6,7-tetrahydropyrazolo[1,5-a]pyrazin-3-yl)pyridin-2-yl)acetamide